5-(ethylsulfonyl)-6-[4-ethyl-6-(trifluoromethyl)pyrrolo[3,2-b]pyridin-2-yl]pyridine-3-carboxamidine C(C)S(=O)(=O)C=1C=C(C=NC1C=1C=C2N(C=C(C=C2N1)C(F)(F)F)CC)C(=N)N